2-(11-(carboxymethyl)-1,4,8,11-tetraazabicyclo[6.6.2]hexadecan-4-yl)-4-(4-isothiocyanatophenyl)butanoic acid C(=O)(O)CN1CCN2CCCN(CCN(CCC1)CC2)C(C(=O)O)CCC2=CC=C(C=C2)N=C=S